3-cyclopropyl-1-(dispiro[2.0.24.13]heptan-7-ylmethyl)-N-(2-sulfamoylpyridin-4-yl)-4-(trifluoromethyl)-1H-pyrazole-5-carboxamide C1(CC1)C1=NN(C(=C1C(F)(F)F)C(=O)NC1=CC(=NC=C1)S(N)(=O)=O)CC1C2(C13CC3)CC2